C(C)C1=CC=C(C=C1)C(C([2H])C1=CC=C(C=C1)CC)O (-)-1,2-Bis(4-ethylphenyl)ethan-2-d-1-ol